C1N(CCC2=CC=CC=C12)CC1=CC(C(=CO1)OCC1=C(C=C(C(=O)N)C=C1)F)=O 4-(((6-((3,4-dihydroisoquinolin-2(1H)-yl)methyl)-4-oxo-4H-pyran-3-yl)oxy)methyl)-3-fluorobenzamide